ClC1=CN=C2N1C=C(N=C2N2[C@H](CC2)C)C=2C=NN(C2)[C@@H]2CN(C[C@H]2O)C(=O)OC(C)(C)C trans-tert-butyl 3-[4-[3-chloro-8-[(2S)-2-methylazetidin-1-yl]imidazo[1,2-a]pyrazin-6-yl]pyrazol-1-yl]-4-hydroxy-pyrrolidine-1-carboxylate